[Cu].NC1=NC=C(C2=C1C=NN2C2OCCCC2)NC(C(N2[C@@H](CC[C@@H](C2)C)C=2N(N=CC2)CC)=O)=O |r| N-(4-Amino-1-tetrahydropyran-2-yl-pyrazolo[4,3-c]pyridin-7-yl)-2-oxo-2-[rac-(2S,5S)-2-(2-ethylpyrazol-3-yl)-5-methyl-1-piperidyl]acetamide Copper